C(C=C)(=O)N1CC(CC1)C1=C(C2=C(N=CN=C2N)N1C)C=1C=CC(=NC1)N1C(CCC1)=O 1-(5-(6-(1-acryloylpyrrolidin-3-yl)-4-amino-7-methyl-7H-pyrrolo[2,3-d]pyrimidin-5-yl)pyridin-2-yl)pyrrolidin-2-one